COC1=CC=C2C=CC=C(C2=C1)C#N 7-methoxy-1-naphthalonitrile